BrC=1C=C2C(=NC1)NC=C2CCN2CCCC2 5-bromo-3-(2-(pyrrolidin-1-yl)ethyl)-1H-pyrrolo[2,3-b]pyridine